(2S)-2-((4-(7-chloro-1-(tetrahydro-2H-pyran-2-yl)-3-vinyl-1H-indazol-5-yl)-1,3-dimethyl-1H-pyrazol-5-yl)oxy)-N-((4-iodo-1,3-dimethyl-1H-pyrazol-5-yl)methyl)-N-methylpropan-1-amine ClC=1C=C(C=C2C(=NN(C12)C1OCCCC1)C=C)C=1C(=NN(C1O[C@H](CN(C)CC1=C(C(=NN1C)C)I)C)C)C